CC1=NC=CC=C1C1(CCN(CC1)C(=O)O)C(=O)O 4-(2-methylpyridin-3-yl)piperidine-1,4-dicarboxylic acid